OC=1C=CC=2C3(C4=CC=C(C=C4OC2C1)O)OC(C1=CC(=CC=C13)NC(NCCOCCN1C(CCC1=O)=O)=S)=O N4-(2-(2-(3-(3',6'-dihydroxy-3-oxo-3H-spiro[isobenzofuran-1,9'-xanthen]-5-yl)thioureido)ethoxy)ethyl)succinimide